CN1N=CC(=C1)C=1C=C(C=C(C1)C=1C=NN(C1)C)[C@@H](C)NC(C1=C(C=CC(=C1)OC(CN(C)C)C)C)=O N-((R)-1-(3,5-bis(1-methyl-1H-pyrazol-4-yl)phenyl)ethyl)-5-((1-(dimethylamino)propan-2-yl)oxy)-2-methylbenzamide